C1=CC=C2C3=C1C=1C(=NC3=CC=C2)C2=CC=3C(C(N2C1)=O)=COC(C3)=O 13H-benzo[de]pyrano[3',4':6,7]indolizino[1,2-b]quinoline-10,13-dione